(S)-5,5-dimethyl-2-(2-quinoxalinylamino)hexanoic acid CC(CC[C@@H](C(=O)O)NC1=NC2=CC=CC=C2N=C1)(C)C